4-amino-2-oxo-1-phenyl-1,2-dihydroquinolin-3-carbonitrile NC1=C(C(N(C2=CC=CC=C12)C1=CC=CC=C1)=O)C#N